sulfosebacic acid S(=O)(=O)(O)C(C(=O)O)CCCCCCCC(=O)O